[I-].C(CCCCC)OC=1C(=NSN1)C1=CCC[N+](C1)(C(OC(CC1=C(C=CC=C1)OC(CC)=O)=O)C1=CC=CC=C1)C 5-(4-(Hexyloxy)-1,2,5-thiadiazol-3-yl)-1-methyl-1-(phenyl(2-(2-(propionyloxy)phenyl)acetoxy)methyl)-1,2,3,6-tetrahydropyridin-1-ium iodide